5,5'-(1,2-ethynediyl)bis(1,3-benzenedicarboxylate) C(#CC=1C=C(C=C(C1)C(=O)[O-])C(=O)[O-])C=1C=C(C=C(C1)C(=O)[O-])C(=O)[O-]